CC(C(C)C1=NC=C2C=NC=NN21)C 7-(3-methylbutan-2-yl)imidazo[4,3-f][1,2,4]triazin